C[C@H]1N(CC=C(C1)OS(=O)(=O)C(F)(F)F)C(=O)OC(C)(C)C tert-butyl (R)-2-methyl-4-(((trifluoromethyl)-sulfonyl)oxy)-3,6-dihydropyridine-1(2H)-carboxylate